BrC1=C2C=C(C(C2=CC=C1)=O)C 4-bromo-2-methylindenone